ClC=1C=C2C=CC(=CC2=CC1)NC=1N=NNC1C(=O)O 4-((6-chloronaphthalen-2-yl)amino)-1H-1,2,3-triazole-5-carboxylic acid